(1S,2S)-N-(6-(5-chloro-7-ethoxy-6-fluoro-1H-indazol-4-yl)imidazo[1,2-b]pyridazin-2-yl)-2-fluorocyclopropane-1-carboxamide ClC=1C(=C2C=NNC2=C(C1F)OCC)C=1C=CC=2N(N1)C=C(N2)NC(=O)[C@H]2[C@H](C2)F